[Pd].C(C1=CC=CC=C1)=CC(=O)C=CC1=CC=CC=C1.C(C1=CC=CC=C1)=CC(=O)C=CC1=CC=CC=C1 bis(dibenzylideneacetone) monopalladium